3,5-Dimethyl-benzoic acid N-(1-tert-butyl-butyl)-N'-(2-ethyl-3-methoxy-benzoyl)-hydrazide C(C)(C)(C)C(CCC)N(NC(C1=C(C(=CC=C1)OC)CC)=O)C(C1=CC(=CC(=C1)C)C)=O